2-Fluoro-5-(5-(4-(methylsulfonyl)piperazin-1-yl)-2H-pyrazolo[3,4-c]pyridine-2-yl)phenol FC1=C(C=C(C=C1)N1N=C2C=NC(=CC2=C1)N1CCN(CC1)S(=O)(=O)C)O